(3S)-5-(3,3-difluoropyrrolidin-1-yl)-3-{[1-(1,3-thiazol-2-yl)-5-[2-(trifluoromethyl)phenyl]-1H-pyrazol-3-yl]formamido}pentanoic acid FC1(CN(CC1)CC[C@@H](CC(=O)O)NC(=O)C1=NN(C(=C1)C1=C(C=CC=C1)C(F)(F)F)C=1SC=CN1)F